2-Bromo-1,3-dimethoxybenzene BrC1=C(C=CC=C1OC)OC